CC1(OB(OC1(C)C)C1=CC=2C3(C4=CC=CC(=C4C2C=C1)C1=CC=C(C#N)C=C1)CCCC3)C 4-(2'-(4,4,5,5-tetramethyl-1,3,2-dioxaborolan-2-yl)spiro[cyclopentane-1,9'-fluoren]-5'-yl)benzonitrile